(S)-(9-amino-4-ethyl-8-fluoro-4-hydroxy-3,14-dioxo-3,4,12,14-tetrahydro-1H-pyrano[3',4':6,7]indolizino[1,2-b]quinolin-11-yl)methyl methylcarbamate CNC(OCC1=C2C(=NC=3C=C(C(=CC13)N)F)C1=CC3=C(C(N1C2)=O)COC([C@]3(O)CC)=O)=O